1-cyclobutyl-4-((5-phenylpyrazin-2-yl)methyl)-1,4-dihydropyrazine-2,3-dione C1(CCC1)N1C(C(N(C=C1)CC1=NC=C(N=C1)C1=CC=CC=C1)=O)=O